C(C)OC(=O)C1(CC1)C=1N=C(NC1)C1=CC(=C(C(=C1)F)C=1N=C2N(C=CC(=C2)C)C1C[C@H]1CN(CCO1)C(=O)OC)F methyl (S)-2-((2-(4-(4-(1-(ethoxycarbonyl)cyclopropyl)-1H-imidazol-2-yl)-2,6-difluorophenyl)-7-methylimidazo[1,2-a]pyridin-3-yl)methyl)morpholine-4-carboxylate